(5-hydroxy-1-(4-(1-isopropylazetidin-3-yl)phenyl)-2-phenylpent-1-en-1-yl)phenol OCCCC(=C(C1=CC=C(C=C1)C1CN(C1)C(C)C)C1=C(C=CC=C1)O)C1=CC=CC=C1